N(=C=O)C(COC(C(CCCCN=C=O)N=C=O)=O)C 2-isocyanatopropyl-2,6-diisocyanatohexanoate